3-{[1-({(3R,4R)-1-[(3-bromophenyl)sulfonyl]-3-phenylpiperidin-4-yl}carbonyl)-4-hydroxypiperidin-4-yl]methyl}-7-methyl-3,7-dihydro-4H-pyrrolo[2,3-d]pyrimidin-4-one BrC=1C=C(C=CC1)S(=O)(=O)N1C[C@H]([C@@H](CC1)C(=O)N1CCC(CC1)(O)CN1C=NC2=C(C1=O)C=CN2C)C2=CC=CC=C2